tert-butyl ((1-(6-((2-amino-3-chloropyridin-4-yl)thio)pyrido[2,3-b]pyrazin-2-yl)-4-(hydroxymethyl)piperidin-4-yl)methyl)carbamate NC1=NC=CC(=C1Cl)SC=1C=CC=2C(=NC=C(N2)N2CCC(CC2)(CO)CNC(OC(C)(C)C)=O)N1